lithium (R)-1-((3-methylpyridin-2-yl)methyl)-6-oxopiperidine-2-carboxylate CC=1C(=NC=CC1)CN1[C@H](CCCC1=O)C(=O)[O-].[Li+]